1-(3-((3-(1H-imidazol-1-yl)benzyl)(3-methoxybenzyl)amino)benzyl)piperazine-2,5-dione N1(C=NC=C1)C=1C=C(CN(C=2C=C(CN3C(CNC(C3)=O)=O)C=CC2)CC2=CC(=CC=C2)OC)C=CC1